C(C)(C)C1=C(C(=CC=C1)C(C)C)N=C(C)C1=NC=CC=C1 2-[1-(2,6-diisopropylphenylimino)ethyl]pyridine